(4-(5-methyl-7H-pyrrolo[2,3-d]pyrimidin-4-yl)-3,4-dihydro-2H-1,4-thiazin-6-yl)(3,4,6,7-tetrahydro-5H-imidazo[4,5-c]pyridin-5-yl)methanone CC1=CNC=2N=CN=C(C21)N2CCSC(=C2)C(=O)N2CC1=C(CC2)N=CN1